ClC=1C=CC2=C(N=C(S2)C2CC3(CC(C3)NC(=O)C3=CC(=NC=C3)N3CCOCC3)C2)C1 N-[6-(5-chloro-1,3-benzothiazol-2-yl)spiro[3.3]heptan-2-yl]-2-morpholino-pyridine-4-carboxamide